ClC1=NC=C(C(=O)N2CCC(CC2)C(=O)N2N=CCC2C2=CC=CC=C2)C=C1 (1-(6-chloronicotinoyl)piperidin-4-yl)(5-phenyl-4,5-dihydro-1H-pyrazol-1-yl)methanone